2-(1H-1,2,3-triazol-1-yl)pyridine N1(N=NC=C1)C1=NC=CC=C1